4-(2-chloro-6-cyano-4-(2-(4-((2-(methylthio)pyrimidin-4-yl)methoxy)phenyl)propan-2-yl)phenoxy)butanoic acid ClC1=C(OCCCC(=O)O)C(=CC(=C1)C(C)(C)C1=CC=C(C=C1)OCC1=NC(=NC=C1)SC)C#N